bis(catechol) diboronate B(O)OBO.C=1(O)C(O)=CC=CC1.C=1(O)C(O)=CC=CC1